3-(4-chlorophenyl)N-(2-hydroxy-2-methylpropyl)-6-oxo-6H-1,4'-bipyridazine-5-carboxamide ClC1=CC=C(C=C1)C1=NN(C(C(=C1)C(=O)NCC(C)(C)O)=O)C1=CN=NC=C1